N[C@@H]1[C@@H](CC2=CC=CC=C12)N(C=1C=C2C(N(C(C2=CC1)=O)C1C(NC(CC1)=O)=O)=O)C 5-(((1S,2R)-1-Amino-2,3-dihydro-1H-inden-2-yl)(methyl)amino)-2-(2,6-dioxopiperidin-3-yl)isoindolin-1,3-dion